SC=1SC(=C(N1)C)CC(=O)O L-2-mercapto-4-methyl-5-thiazoleacetic acid